CC1N(CC(NC1C=1C=NNC1)C)C1=NC=CC(=N1)C1=CN=C2N1C=C(C=C2)C(F)(F)F 3-[2-[2,5-Dimethyl-3-(1H-pyrazol-4-yl)piperazin-1-yl]pyrimidin-4-yl]-6-(trifluoromethyl)imidazo[1,2-a]pyridine